(1R,3s)-3-((R,E)-N'-((4-chlorophenyl)sulfonyl)-3-(4-fluorophenyl)-4-phenyl-4,5-dihydro-1H-pyrazole-1-carboximidamido)cyclobutyl sulfamate S(N)(OC1CC(C1)N\C(=N/S(=O)(=O)C1=CC=C(C=C1)Cl)\N1N=C([C@@H](C1)C1=CC=CC=C1)C1=CC=C(C=C1)F)(=O)=O